C(#N)[C@@H](C[C@H]1C(NCCC1)=O)NC(=O)[C@@H]1N([C@@H]2CC([C@H]1CC2)(F)F)C([C@@H](NC2=C(C=CC(=C2)F)F)C)=O (1S,3R,4S)-N-((R)-1-cyano-2-((S)-2-oxopiperidin-3-yl)ethyl)-2-((2,5-difluorophenyl)-L-alanyl)-5,5-difluoro-2-azabicyclo[2.2.2]octane-3-carboxamide